indole-7-formaldehyde N1C=CC2=CC=CC(=C12)C=O